C1(CC1)NC(C1=C(C(=CC=C1)F)SC1=CC=C2C(=NNC2=C1)\C=C\C1=NC=C(C=C1)CN(CC)CC)=O N-cyclopropyl-2-({3-[(E)-2-{5-[(diethylamino)methyl]pyridin-2-yl}vinyl]-1H-indazol-6-yl}thio)-3-fluorobenzamide